FC1=C2C=C(C=NC2=CN=C1)N 5-fluoro-1,7-naphthyridin-3-amine